iodine 2-propynyl-m-chlorophenyl carbamate C(N)(OC1=C(C(=CC=C1)Cl)C#CC)=O.[I]